ClC1=C(C=NC(=C1)C(NCC(F)F)=O)COC1=CC=CC(=N1)C1=CC(=C(CC2=NC3=C(N2C[C@H]2OCC2)C=C(C=C3)C(=O)O)C=C1F)F (S)-2-(4-(6-((4-chloro-6-((2,2-difluoroethyl)carbamoyl)pyridin-3-yl)methoxy)pyridin-2-yl)-2,5-difluorobenzyl)-1-(oxetan-2-ylmethyl)-1H-benzo[d]imidazole-6-carboxylic acid